CS(=O)(=O)O.FC(C(C)(C)C1=NNC(=N1)CN)(F)F (3-(1,1,1-trifluoro-2-methylpropan-2-yl)-1H-1,2,4-triazol-5-yl)methanamine methanesulfonic acid salt